FC1=CC=C(C=C1)NC1=NC=C(C(=O)NOC)C(=C1)NC=1C(=NC(=CC1)C)N(S(=O)(=O)C)C 6-((4-fluorophenyl)amino)-N-methoxy-4-((6-methyl-2-(N-methyl-methanesulfonamido)-pyridin-3-yl)amino)nicotinamide